NC1=C2C(C(=CN(C2=CC(=C1F)NC1CCCCC1)CC)C(=O)O)=O 5-amino-7-(cyclohexylamino)-1-ethyl-6-fluoro-4-oxo-1,4-dihydro-quinoline-3-carboxylic acid